(2R,3'S)-4,4-Difluoro-N-(3-(2-((3-methoxy-1-methyl-1H-pyrazol-4-yl)amino)pyrimidin-4-yl)-1H-indol-7-yl)-1'-methyl-[1,3'-bipyrrolidine]-2-carboxamide FC1(C[C@@H](N(C1)[C@@H]1CN(CC1)C)C(=O)NC=1C=CC=C2C(=CNC12)C1=NC(=NC=C1)NC=1C(=NN(C1)C)OC)F